FC1=C(C=C(C=C1)OC1=CC=CC=C1)N1CC2=CC=C(C=C2CC1)CCC(=O)O 3-(2-(2-fluoro-5-phenoxyphenyl)-1,2,3,4-tetrahydroisoquinolin-6-yl)propionic acid